1-[4-(2,3-dimethylphenyl)piperazin-1-yl]-2-{3-[5-(hydroxymethyl)-2-azabicyclo[3.1.1]heptane-2-carbonyl]-5,6-dihydrocyclopenta[c]pyrazol-1(4H)-yl}ethan-1-one CC1=C(C=CC=C1C)N1CCN(CC1)C(CN1N=C(C2=C1CCC2)C(=O)N2C1CC(CC2)(C1)CO)=O